1,2-dimethoxypropane praseodymium [Pr].COCC(C)OC